(R)-N-(4-(3-((7-methoxyquinazolin-2-yl)amino)piperidine-1-carbonyl)phenyl)propionamide COC1=CC=C2C=NC(=NC2=C1)N[C@H]1CN(CCC1)C(=O)C1=CC=C(C=C1)NC(CC)=O